4-(dibromomethyl)thiazole BrC(C=1N=CSC1)Br